(S)-N-(5-(5-bromo-2-phenyl-3H-imidazo[4,5-b]pyridin-3-yl)-2,3-dihydro-1H-inden-1-yl)-6-methylnicotinamide BrC1=CC=C2C(=N1)N(C(=N2)C2=CC=CC=C2)C=2C=C1CC[C@@H](C1=CC2)NC(C2=CN=C(C=C2)C)=O